4-(difluoromethoxy)-3-methoxybenzene FC(OC1=C(C=CC=C1)OC)F